O=C1NC(CCC1N1C(C2=CC=CC(=C2C1=O)CCCOCCCN(C(OC(C)(C)C)=O)C)=O)=O tert-butyl (3-(3-(2-(2,6-dioxopiperidin-3-yl)-1,3-dioxoisoindolin-4-yl)propoxy)propyl)-(methyl)carbamate